COC1(C(\C=C\CCCC1)OC)CC(=O)ON1C(CCC1=O)=O 2,5-dioxopyrrolidin-1-yl (E)-2-(1,2-dimethoxycyclooct-3-en-1-yl)acetate